Bis-(2,6-dimethoxybenzoyl)-2,4,4-trimethylphenylphosphin COC1=C(C(=O)P(C2=C(CC(C=C2)(C)C)C)C(C2=C(C=CC=C2OC)OC)=O)C(=CC=C1)OC